methyl N-[5-(2-{5-[(2S,5R)-5-amino-2-methylpiperidine-1-carbonyl]-7-methoxy-1-methyl-1H-1,3-benzodiazol-2-yl}-1-(cyclopropylmethyl)-1H-pyrrolo[2,3-b]pyridin-6-yl)pyridin-2-yl]carbamate N[C@@H]1CC[C@@H](N(C1)C(=O)C1=CC2=C(N(C(=N2)C2=CC=3C(=NC(=CC3)C=3C=CC(=NC3)NC(OC)=O)N2CC2CC2)C)C(=C1)OC)C